benzo(b)thiophenecarboxaldehyde S1C2=C(C=C1C=O)C=CC=C2